C(C)(C)(C)[Si](OC[C@H]1[C@H](CC1)O)(C1=CC=CC=C1)C1=CC=CC=C1 (1S,2S)-2-(((TERT-BUTYLDIPHENYL-SILYL)OXY)METHYL)CYCLOBUTANOL